O=C1C=C2CCC3(C=C2C1)CC3 oxo-2',3',6',7'-tetrahydrospiro[cyclopropane-1,5'-inden]